5-(thiophen-2-yl)-7-(trifluoromethyl)pyrazolo[1,5-a]pyrimidine S1C(=CC=C1)C1=NC=2N(C(=C1)C(F)(F)F)N=CC2